C(C=C)(=O)NC1=CC=C(C(=O)N2C[C@@H](CC2)NC2=NC3=CC(=CC=C3C=N2)C(=O)N(C)C)C=C1 (R)-2-((1-(4-acrylamidobenzoyl)pyrrolidin-3-yl)amino)-N,N-dimethylquinazoline-7-carboxamide